tri-tert-butyl 2,2',2''-(10-(2,2,24,24-tetramethyl-4,18,22-trioxo-3,8,11,14,23-pentaoxa-5,17-diazapentacosan-21-yl)-1,4,7,10-tetraazacyclododecane-1,4,7-triyl)triacetate CC(C)(OC(NCCOCCOCCOCCNC(CCC(C(OC(C)(C)C)=O)N1CCN(CCN(CCN(CC1)CC(=O)OC(C)(C)C)CC(=O)OC(C)(C)C)CC(=O)OC(C)(C)C)=O)=O)C